C(C)S(=O)(=O)C=1C(=NC=CC1)C1=NC=2C(=NC=C(C2)C(F)(F)F)N1C 2-(3-ethyl-sulfonyl-2-pyridyl)-3-methyl-6-(trifluoromethyl)imidazo[4,5-b]pyridine